2-Ethyl-4-(3-fluorobenzyl)-1,2,4-thiadiazolidine-3,5-dione C(C)N1SC(N(C1=O)CC1=CC(=CC=C1)F)=O